FC1=C(C=C(C=C1)F)C1CCN(CC1)C(CN1N=C(C2=C1CCC2)C(=O)N2C[C@H](O[C@H](C2)C)C)=O 1-[4-(2,5-Difluorophenyl)piperidin-1-yl]-2-{3-[(2R,6S)-2,6-dimethylmorpholin-4-carbonyl]-5,6-dihydrocyclopenta[c]pyrazol-1(4H)-yl}ethan-1-on